OC(CCCC(=O)O)CCCCCCC 5-Hydroxydodecanic acid